C(C1=CC=CC=C1)OC(=O)C1(CCC(=O)OC1)C(=O)OCC1=CC=CC=C1 4,4-dibenzyloxycarbonylvalerolactone